C(C)(C)OC(CNC(=O)C1=NC(=CN=C1O)C1=CC(=CC=C1)C(C)C)=O (3-hydroxy-6-(3-isopropylphenyl)pyrazine-2-carbonyl)glycine isopropyl ester